6-(pentafluoro-λ6-sulfanyl)pyridin-3-ol FS(C1=CC=C(C=N1)O)(F)(F)(F)F